BrC1=CC=CC=2N=C(OC21)C2=CC=CC=C2 7-bromo-2-phenylbenzo[D]oxazole